C=1CC=C2C1C=CC=CC=C2 2H-Cyclopentacyclooctene